8-oxo-7,8-dihydroguanine C12=C(NC(=O)N1)N=C(NC2=O)N